C([2H])([2H])([2H])NC1=CC=NC=2N1N=CC2C(=O)O 7-((methyl-d3)Amino)pyrazolo[1,5-a]Pyrimidine-3-carboxylic acid